N-[4-[4-(3,5-Dichlorophenyl)piperazin-1-yl]sulfonylphenyl]-3-fluoro-pyridine-4-carboxamide ClC=1C=C(C=C(C1)Cl)N1CCN(CC1)S(=O)(=O)C1=CC=C(C=C1)NC(=O)C1=C(C=NC=C1)F